C(CCCCCCCCCCCCCCCCCCCNC(=O)C1CC(C(CC1)CCC(C(C)C)SCCN(C)C)SCCN(C)C)NC(=O)C1CC(C(CC1)CCC(C(C)C)SCCN(C)C)SCCN(C)C N,N'-(icosane-1,20-diyl)bis(3-((2-(dimethylamino)ethyl)thio)-4-(3-((2-(dimethylamino)ethyl)thio)-4-methylpentyl)cyclohexanecarboxamide)